N-(6-amino-5-ethyl-3-pyridyl)-2-[(2R,5S)-5-methyl-2-(4-thiazol-2-ylphenyl)-1-piperidyl]-2-oxo-acetamide NC1=C(C=C(C=N1)NC(C(=O)N1[C@H](CC[C@@H](C1)C)C1=CC=C(C=C1)C=1SC=CN1)=O)CC